ClC1=NC=CC(=C1)C=1N=C(SC1CO)NC1=CC=C(C=C1)S(=O)(=O)N 4-((4-(2-Chloropyridin-4-yl)-5-(hydroxymethyl)thiazol-2-yl)amino)benzenesulfonamide